2-Bromo-3-fluoro-5-(methylsulfonyl)pyridine BrC1=NC=C(C=C1F)S(=O)(=O)C